6-(4-((2R,4r,6S)-2-cyano-7-((5-methoxy-7-methyl-1H-indol-4-yl)methyl)-7-azaspiro[3.5]nonan-6-yl)benzamido)spiro[3.3]heptane-2-carboxylic acid C(#N)C1CC2(C1)C[C@H](N(CC2)CC2=C1C=CNC1=C(C=C2OC)C)C2=CC=C(C(=O)NC1CC3(CC(C3)C(=O)O)C1)C=C2